CC1=NC(=CC=C1N1CCN(CC1)CC=1C=CC=2C=3N(C(NC2C1)=O)C=CN3)C(NC)=O 8-((4-(2-methyl-6-(methylcarbamoyl)pyridin-3-yl)piperazin-1-yl)methyl)imidazo[1,2-c]quinazolin-5(6H)-one